tert-butyl 3-(((5-bromo-2-(2-(trifluoromethyl)pyrimidin-5-yl)pyridin-4-yl)methyl)carbamoyl)-2-azabicyclo[2.1.1]hexane-2-carboxylate BrC=1C(=CC(=NC1)C=1C=NC(=NC1)C(F)(F)F)CNC(=O)C1N(C2CC1C2)C(=O)OC(C)(C)C